methyl (2S)-2-[(2S)-2-{[(9H-fluoren-9-ylmethoxy)carbonyl]amino}pentanamido]-3-[(3S)-2-oxopyrrolidin-3-yl]propanoate C1=CC=CC=2C3=CC=CC=C3C(C12)COC(=O)N[C@H](C(=O)N[C@H](C(=O)OC)C[C@H]1C(NCC1)=O)CCC